hentriacontyl acrylate C(C=C)(=O)OCCCCCCCCCCCCCCCCCCCCCCCCCCCCCCC